((4-((5-fluoroquinolin-6-yl)amino)-7-(1-methyl-1H-pyrazol-4-yl)quinazolin-5-yl)oxy)cyclobutan-1-ol FC1=C2C=CC=NC2=CC=C1NC1=NC=NC2=CC(=CC(=C12)OC1(CCC1)O)C=1C=NN(C1)C